calcium methansulfonate CS(=O)(=O)[O-].[Ca+2].CS(=O)(=O)[O-]